tert-butyl (S,E)-5-fluoro-2-((3-(2-((methoxycarbonyl)amino)-7-oxo-7-(pyrrolidin-1-yl)hept-5-enamido)-2-oxopyridin-1(2H)-yl)methyl)-1H-indole-1-carboxylate FC=1C=C2C=C(N(C2=CC1)C(=O)OC(C)(C)C)CN1C(C(=CC=C1)NC([C@H](CC\C=C\C(N1CCCC1)=O)NC(=O)OC)=O)=O